O1C(C=CC2=C1C1=C(C=C2)OC=C1)=O furobenzopyrone